BrC=1C=C(C=C2C=C(NC12)C(=O)N[C@H](C(=O)N[C@@H](C[C@H]1C(NCC1)=O)C#N)CC(C)(C)C)C 7-bromo-N-[(2S)-1-({(1S)-1-cyano-2-[(3S)-2-oxopyrrolidin-3-yl]ethyl}amino)-4,4-dimethyl-1-oxopentan-2-yl]-5-methyl-1H-indole-2-carboxamide